[1-[4-fluoro-2-[(3-hydroxycyclobutyl)methoxy]phenyl]-4-hydroxy-pyrazolo[3,4-d]pyrimidin-6-yl]methyl ethanesulfonate C(C)S(=O)(=O)OCC1=NC(=C2C(=N1)N(N=C2)C2=C(C=C(C=C2)F)OCC2CC(C2)O)O